4,6-dimethylamino-7-aminocoumarin CNC1=CC(OC2=CC(=C(C=C12)NC)N)=O